ClC=1C(=C(C(=CC1)OC)C1=C(C=NC(=C1)C)C(=O)O)F 4-(3-chloro-2-fluoro-6-methoxyphenyl)-6-methylpyridine-3-carboxylic acid